2-[5-(7-Methyl-2,7-diazaspiro[3.5]nonan-2-yl)[1,3]thiazolo[5,4-d][1,3]thiazol-2-yl]-5-(1H-pyrazol-4-yl)pyridin-3-ol CN1CCC2(CN(C2)C=2SC3=C(N2)SC(=N3)C3=NC=C(C=C3O)C=3C=NNC3)CC1